tert-butyl (2-(((chloromethoxy)carbonyl)oxy)ethyl)(methyl)carbamate ClCOC(=O)OCCN(C(OC(C)(C)C)=O)C